BrC=1S(C2=C(C1)C=CC=C2)(=O)=O bromo-1λ6-benzothiophene-1,1-dione